3-[5-[2-(2-Chloropyrimidin-5-yl)ethynyl]-3-methyl-2-oxo-benzimidazol-1-yl]piperidine-2,6-dione ClC1=NC=C(C=N1)C#CC1=CC2=C(N(C(N2C)=O)C2C(NC(CC2)=O)=O)C=C1